The molecule is an L-alanine derivative obtained by formal condensation of the carboxy group of fumaric acid monoamide with the side-chain amino group of 3-amino-L-alanine. It has a role as a bacterial metabolite. It is an enamide, a L-alanine derivative, a primary carboxamide and a secondary carboxamide. It derives from a 3-amino-L-alanine and a fumaric acid. It is a tautomer of a N(3)-fumaramoyl-(S)-2,3-diaminopropanoic acid zwitterion. C([C@@H](C(=O)O)N)NC(=O)/C=C/C(=O)N